NC1=NC=CC=C1C1=NC=2C(=NC=CC2)N1C1=CC=C(CN2CCC(CC2)NC2=CC(=NC=C2)C#N)C=C1 4-((1-(4-(2-(2-aminopyridin-3-yl)-3H-imidazo[4,5-b]pyridin-3-yl)benzyl)piperidin-4-yl)amino)picolinonitrile